tridecyl-Sodium C(CCCCCCCCCCCC)[Na]